(6-(5-chloro-1H-pyrazol-4-yl)-1-(((R)-1-ethylazetidin-2-yl)methyl)-1H-indol-3-yl)((S)-6-methoxychroman-3-yl)methanone ClC1=C(C=NN1)C1=CC=C2C(=CN(C2=C1)C[C@@H]1N(CC1)CC)C(=O)[C@@H]1COC2=CC=C(C=C2C1)OC